FC1=C(C=C2CCN(C2=C1)C(C)=O)C=1C(=NN(C1)C1OCCCC1)[N+](=O)[O-] 1-(6-fluoro-5-(3-nitro-1-(tetrahydro-2H-pyran-2-yl)-1H-pyrazol-4-yl)indolin-1-yl)ethan-1-one